N-(tert-Butyldimethylsilyl)-N-(1H-indol-3-yl)4-(trifluoromethyl)benzene-1-sulfonamide [Si](C)(C)(C(C)(C)C)N(S(=O)(=O)C1=CC=C(C=C1)C(F)(F)F)C1=CNC2=CC=CC=C12